CN(C(=O)OC[C@@H](C)N(C)C)[C@H](C(NC=1C(N(C=CC1)CC=1NC2=NC=NC(=C2N1)CCCCC)=O)=O)CC\C=C\C(=O)N(C)C (2R)-2-(dimethylamino)propan-1-ol methyl-(S,E)-(7-(dimethylamino)-1,7-dioxo-1-((2-oxo-1-((6-pentyl-9H-purin-8-yl)methyl)-1,2-dihydropyridin-3-yl)amino)hept-5-en-2-yl)carbamate